dioctyltin dibutoxide [O-]CCCC.[O-]CCCC.C(CCCCCCC)[Sn+2]CCCCCCCC